4-[(1R,3R)-2,2-dimethyl-3-(2-phenyl-1,3-oxazol-5-yl)cyclopropyl]benzenesulfonamide CC1([C@@H]([C@H]1C1=CN=C(O1)C1=CC=CC=C1)C1=CC=C(C=C1)S(=O)(=O)N)C